3-phenylazetidine HCl Cl.C1(=CC=CC=C1)C1CNC1